3-Imino-5-(trifluoromethoxy)-1-tritylindolin-2-one N=C1C(N(C2=CC=C(C=C12)OC(F)(F)F)C(C1=CC=CC=C1)(C1=CC=CC=C1)C1=CC=CC=C1)=O